N-(4-(3-methoxyphenoxy)phenyl)-3,4-dihydro-2H-[1,4]oxazino[2,3-f]quinazolin-10-amine COC=1C=C(OC2=CC=C(C=C2)NC2=NC=NC3=CC=C4C(=C23)OCCN4)C=CC1